3-methyl-2-[2-[(3R)-3-methyl-1,1-dioxo-thiolan-3-yl]pyrazolo[3,4-b]pyridin-6-yl]-5-(trifluoro-methyl)phenol CC=1C(=C(C=C(C1)C(F)(F)F)O)C=1C=CC=2C(N1)=NN(C2)[C@]2(CS(CC2)(=O)=O)C